CN1C=NC(=C1)CNC=1C2=C(NC(N1)=O)N=C(C=C2)C(F)(F)F 4-(((1-methyl-1H-imidazol-4-yl)methyl)amino)-7-(trifluoro-methyl)-pyrido[2,3-d]-pyrimidin-2(1H)-one